FCCCN1CC(C1)OC1=CC=C(OC=2C3=C(SC2C(=O)C2=CC=CC=C2)C=C(C=C3)O)C=C1 (3-(4-((1-(3-fluoropropyl)azetidin-3-yl)oxy)phenoxy)-6-hydroxybenzo[b]thiophen-2-yl)(phenyl)methanone